(7S)-9-(2,6-difluorophenyl)-N-[(1-hydroxycyclopropyl)methyl]-7-methyl-13,16-dioxa-18-thia-2,5,8-triazatetracyclo[8.8.0.02,6.011,17]octadeca-1(10),3,5,8,11(17)-pentaene-4-carboxamide FC1=C(C(=CC=C1)F)C1=N[C@H](C2=NC(=CN2C=2SC=3OCCOCC3C12)C(=O)NCC1(CC1)O)C